BrC=1C=C2C(=NN(C(C2=CC1)=O)CC(=O)OC)C(C)O methyl 2-(6-bromo-4-(1-hydroxyethyl)-1-oxophthalazin-2(1H)-yl)acetate